C(C)(=O)OCNC([C@H](CC1=CC=CC=C1)NC(=O)OCC1C2=CC=CC=C2C=2C=CC=CC12)=O (S)-(2-((((9H-fluoren-9-yl)methoxy)carbonyl)amino)-3-phenylpropanamido)methyl acetate